C(C)OC1=C(C=CC=C1)NC(C(=O)NC1=CC=C(C=C1)CCCCCCCCCC(C)C)=O N-(2-ethoxyphenyl)-N'-(4-(10-methylundecyl)phenyl)oxalamide